OC1=C(C=C(C(=O)OC)C=C1OC)OC(C(C=1C=NC(=CC1)OC)O)C methyl 4-hydroxy-3-((1-hydroxy-1-(6-methoxypyridin-3-yl)propan-2-yl)oxy)-5-methoxybenzoate